tert-butyl 2-(acetamidomethyl)-7,8-dihydro-4H-pyrazolo[1,5-a][1,4]diazepine-5(6H)-carboxylate C(C)(=O)NCC1=NN2C(CN(CCC2)C(=O)OC(C)(C)C)=C1